N-(4-aminopyridin-2-yl)-N-(2-chlorophenyl)acetamide NC1=CC(=NC=C1)N(C(C)=O)C1=C(C=CC=C1)Cl